FC1=C(C=C(C=C1)B(O)O)CO 4-fluoro-3-(hydroxymethyl)phenylboronic acid